2-ethoxy-6-hydroxybenzamide C(C)OC1=C(C(=O)N)C(=CC=C1)O